4,4'-bipyridinium [NH+]1=CC=C(C=C1)C1=CC=[NH+]C=C1